CC1=CC=C(C=C1)S(=O)(=O)SCCCCCCO S-(6-hydroxyhexyl) 4-methylthiobenzenesulfonate